ClC=1C2=C(N=CN1)N(C=C2I)C2CCC(CC2)O 4-(4-chloro-5-iodo-7H-pyrrolo[2,3-d]pyrimidin-7-yl)cyclohexan-1-ol